N-(5-((5-chloro-4-(1-methyl-1H-indol-3-yl)pyrimidin-2-yl)amino)-2-((2-(dimethylamino)ethyl)(methyl)amino)phenyl)acetamide ClC=1C(=NC(=NC1)NC=1C=CC(=C(C1)NC(C)=O)N(C)CCN(C)C)C1=CN(C2=CC=CC=C12)C